7-((1'-(4-aminophenyl)-[1,4'-bipiperidin]-4-yl)methoxy)-5-fluoro-2-(((tetrahydro-2H-pyran-4-yl)thio)methyl)quinazolin-4(3H)-one NC1=CC=C(C=C1)N1CCC(CC1)N1CCC(CC1)COC1=CC(=C2C(NC(=NC2=C1)CSC1CCOCC1)=O)F